10-(4-(2-oxa-6-azaspiro[3.3]heptan-6-yl)butyl)-3,7-di(1H-indazol-5-yl)-10H-benzo[b]pyrido[2,3-e][1,4]oxazine C1OCC12CN(C2)CCCCN2C1=C(OC3=C2N=CC(=C3)C=3C=C2C=NNC2=CC3)C=C(C=C1)C=1C=C3C=NNC3=CC1